7-(2-(cyclopropanecarboxamido)-[1,2,4]triazolo[1,5-a]pyridin-5-yl)-2-azaspiro[3.5]non-6-ene-2-carboxylic acid tert-butyl ester C(C)(C)(C)OC(=O)N1CC2(C1)CC=C(CC2)C2=CC=CC=1N2N=C(N1)NC(=O)C1CC1